6-bromo-7-fluoro-1-(4-decyltetradecyl)indole-2,3-dione BrC1=CC=C2C(C(N(C2=C1F)CCCC(CCCCCCCCCC)CCCCCCCCCC)=O)=O